6-(4-((1H-indazol-5-yl)amino)-pyrimidin-2-yl)-N-(4-(4-methylpiperazin-1-yl)phenyl)-1H-indole-2-carboxamide N1N=CC2=CC(=CC=C12)NC1=NC(=NC=C1)C1=CC=C2C=C(NC2=C1)C(=O)NC1=CC=C(C=C1)N1CCN(CC1)C